C(C)(C)(C)OC(=O)N1C2CC(CC1C(C2)(F)F)=O rac-6,6-difluoro-3-oxo-8-azabicyclo[3.2.1]octane-8-carboxylic acid tert-butyl ester